FC(COC=1C=C2CCN3[C@H](C2=CC1OC)C[C@@H]([C@H](C3)CC(C)(C)C)O)(C)F (2S,3S,11bS)-9-(2,2-difluoropropoxy)-3-(2,2-dimethylpropyl)-10-methoxy-1H,2H,3H,4H,6H,7H,11bH-pyrido[2,1-a]isoquinolin-2-ol